C(CCCCCCCCCCCCCCCCC)(=O)CC(CN(C)C)O N-(stearoyl-2-hydroxypropyl)-N,N-dimethylamine